2-(3'-tert-butyl-5'-(2-octyloxycarbonyl)ethyl-2'-hydroxyphenyl)-benzotriazole C(C)(C)(C)C=1C(=C(C=C(C1)CCC(=O)OC(C)CCCCCC)N1N=C2C(=N1)C=CC=C2)O